Cl[Si](O[Si](C(C)C)(C(C)C)Cl)(C(C)C)C(C)C 1,3-dichloro-1,1,3,3-tetraisopropyl-disiloxane